C(CC)C1=C2C=CC=C3C(C(C4=CC=CC(=C1CCC)C4=C32)=O)=O 9,10-dipropyl-4,5-dihydropyrene-4,5-dione